9-(3,5-dimethylphenyl)-7-methyl-2,3,7,8-tetrahydro-6H-indeno[5,6-b][1,4]dioxin-6-one CC=1C=C(C=C(C1)C)C1=C2CC(C(C2=CC2=C1OCCO2)=O)C